4-cyano-2,6-difluoro-benzoic acid C(#N)C1=CC(=C(C(=O)O)C(=C1)F)F